2-(2-{6-cyclopropyl-4-[4-fluoro-2-(4-methyl-1,2,4-triazol-3-yl)phenyl]Pyridin-2-yl}-6,7-difluoro-1,3-benzooxazol-5-yl)propan-2-ol C1(CC1)C1=CC(=CC(=N1)C=1OC2=C(N1)C=C(C(=C2F)F)C(C)(C)O)C2=C(C=C(C=C2)F)C2=NN=CN2C